ClC=1N=C2C(=C(C=NC2=CC1)NC(=O)NC1=CC(=NC=C1)C#N)C(C)C N-(6-chloro-4-(propan-2-yl)-1,5-naphthyridin-3-yl)-N'-(2-cyanopyridin-4-yl)urea